cobalt tetrapyridyl dichromate [Cr](=O)(=O)(OC1=NC=CC=C1)OC1=NC=CC=C1.[Cr](=O)(=O)(OC1=NC=CC=C1)OC1=NC=CC=C1.[Co]